phosphoramidate compound with melamine N1=C(N)N=C(N)N=C1N.P(O)(O)(=O)N